methylphosphonate CP([O-])([O-])=O